ClCCCCC(C(=O)O)C1=C(C(=C(C=C1)F)F)F 6-chloro-2-(2,3,4-trifluorophenyl)hexanoic acid